[C@H]12N(C[C@H](NC1)C2)C2=C1C=NN(C1=CC=C2NC(=O)C2=[N+](C(=CC=C2)C2=C(C=CC=C2OC)F)[O-])C 2-((4-((1R,4R)-2,5-diazabicyclo[2.2.1]heptan-2-yl)-1-methyl-1H-indazol-5-yl)carbamoyl)-6-(2-fluoro-6-methoxyphenyl)pyridine 1-oxide